9-(dibenzo[b,d]thiophen-4-yl)-N-(11,11-dimethyl-11H-benzo[a]fluoren-9-yl)-9H-carbazol-2-amine C1=CC=C(C=2SC3=C(C21)C=CC=C3)N3C2=CC=CC=C2C=2C=CC(=CC32)NC3=CC=C2C1=CC=C4C(=C1C(C2=C3)(C)C)C=CC=C4